O1CC=NCCC1 2,5,6,7-Tetrahydro-1,4-oxazepine